OC1=C(C=C(C=C1)/C=C/C(=O)OC1=CC(=C(COC(\C=C\C2=CC(=C(C=C2)O)OC)=O)C=C1)C)OC (E)-4-(((E)-3-(4-hydroxy-3-methoxyphenyl)acryloyl)oxy)-2-methylbenzyl-3-(4-hydroxy-3-Methoxyphenyl)acrylate